Methyl tridecanoate C(CCCCCCCCCCCC)(=O)OC